5-[6-amino-1-[(4-amino-2-fluoro-phenyl)methyl]pyrazolo[3,4-d]pyrimidine-4-yl]pyridine-3-carbonitrile NC1=NC(=C2C(=N1)N(N=C2)CC2=C(C=C(C=C2)N)F)C=2C=C(C=NC2)C#N